C(C)C1=CC(=C(O1)C(C)C)NC(NS(N(C1CN(CCC1)C)C=1C=NN(C1)C)(=O)=O)=O 3-[5-Ethyl-2-(propan-2-yl)furan-3-yl]-1-[(1-methyl-1H-pyrazol-4-yl)(1-methylpiperidin-3-yl)sulfamoyl]urea